NC1=NN(C=C1)CC(=O)N(CCOC1=CC=C(C=C1)C)C 2-(3-amino-1H-pyrazol-1-yl)-N-methyl-N-(2-(p-tolyloxy)ethyl)acetamide